COC(=O)C=1N=NN(C1)CC=1C=C2CN(CC2=CC1)C(C)C 1-[(2-Isopropylisoindolin-5-yl)methyl]triazole-4-carboxylic acid methyl ester